C(C)(C)(C)C1=C(C=O)C=CC=C1CBr tert-butyl-3-(bromomethyl)benzaldehyde